5-(5-chloro-6,6a-dihydro-1aH-cyclopropa[1,2-a]inden-1a-yl)-1H-imidazole ClC=1C=2CC3C(C2C=CC1)(C3)C3=CN=CN3